C(C)(C)(C)OC(=O)C1=CC=C(C=C1)C=1C=NN2C1C=CC(=C2)C=2OC1=C(CN(CC1)C(=O)OC(C)(C)C)N2 tert-butyl 2-(3-(4-(tert-butoxycarbonyl)phenyl)pyrazolo[1,5-a]pyridin-6-yl)-6,7-dihydrooxazolo[4,5-c]pyridine-5(4H)-carboxylate